C1(CC1)C1=C(C(=CC(=C1)OC(F)F)C(C)C)NC(=O)N=[S@@](=O)(N)C1=C(C=C(C=C1)C(C)(C)O)C (S)-N'-(2-cyclopropyl-4-(difluoromethoxy)-6-isopropylphenylcarbamoyl)-4-(2-hydroxypropan-2-yl)-2-methyl-benzenesulfonimidamide